tert-butyl 3-(7-bromo-6-chloro-2-(((S)-1-(5-ethoxy-5-oxopentyl)azetidin-2-yl)methoxy)-8-fluoroquinazolin-4-yl)-3,8-diazabicyclo[3.2.1]octane-8-carboxylate BrC1=C(C=C2C(=NC(=NC2=C1F)OC[C@H]1N(CC1)CCCCC(=O)OCC)N1CC2CCC(C1)N2C(=O)OC(C)(C)C)Cl